3-Methylbut-1-en-1-ol CC(C=CO)C